(R)-5-Amino-pyridin-3-yl 4-(4-chloro-3-isopropoxy-benzyl)-2-methylpiperazine-1-carboxylate ClC1=C(C=C(CN2C[C@H](N(CC2)C(=O)OC=2C=NC=C(C2)N)C)C=C1)OC(C)C